ClC1=NC(=CC(=C1)C(F)(F)C1CC1)Cl 2,6-Dichloro-4-(cyclopropyldifluoromethyl)pyridine